Cl.NC=1C(=C(C=C2C=C(N=CC12)NC(O)=O)C1=C(C2=C(OCCN2)N=C1)C)F N-[8-amino-7-fluoro-6-(8-methyl-2,3-dihydro-1H-pyrido[2,3-b][1,4]oxazin-7-yl)-3-isoquinolyl]carbamate hydrochloride